((3-((1R,2R)-2-Methylcyclopropyl)-5-(2-phenylacetamido)phenyl)carbamoyl)(3-(pyridin-2-ylmethyl)-1,2,3-oxadiazol-3-ium-5-yl)amide C[C@H]1[C@@H](C1)C=1C=C(C=C(C1)NC(CC1=CC=CC=C1)=O)NC(=O)[N-]C1=C[N+](=NO1)CC1=NC=CC=C1